tert-butyl ((1-benzylazetidin-3-yl)methyl)carbamate C(C1=CC=CC=C1)N1CC(C1)CNC(OC(C)(C)C)=O